2,2-Dimethyl-1-(6-oxa-2,7-diazaspiro[3.4]octan-7-yl)propan-1-one CC(C(=O)N1OCC2(CNC2)C1)(C)C